octadecyltrimethoxysilane C(CCCCCCCCCCCCCCCCC)[Si](OC)(OC)OC